FC1=C(C(=O)OC[C@H]2CCC3[C@@]2(CCC2[C@]4(C=CC(NC4CCC23)=O)C)C)C=C(C(=C1)F)F ((4aR,6aS,7S)-4a,6a-dimethyl-2-oxo-2,4a,4b,5,6,6a,7,8,9,9a,9b,10,11,11a-tetradecahydro-1H-indeno[5,4-f]quinolin-7-yl)methyl 2,4,5-trifluorobenzoate